CC1=NC=CC(=C1)C1OCCC(C1)C=1N=C(C=2N(C(C3=C(N2)COC3)=O)C1)SC 7-(2-(2-methylpyridin-4-yl)tetrahydro-2H-pyran-4-yl)-5-(methylthio)-1,3-dihydro-10H-furo[3,4-d]pyrazino[1,2-a]pyrimidin-10-one